Cl.NCC1=C(C=C(C#N)C=C1C)C 4-(aminomethyl)-3,5-dimethylbenzonitrile hydrochloride